C(=O)(O)CCN[C@@H](CS)C(=O)O (carboxyethyl)-L-cysteine